5-fluoro-N-isopropyl-N-methyl-2-((4-(7-((1-methyl-2-oxo-2,3-dihydro-1H-benzo[d]imidazol-5-yl)methyl)-2,7-diazaspiro[4.4]nonan-2-yl)pyrimidin-5-yl)oxy)benzamide FC=1C=CC(=C(C(=O)N(C)C(C)C)C1)OC=1C(=NC=NC1)N1CC2(CC1)CN(CC2)CC2=CC1=C(N(C(N1)=O)C)C=C2